2-phenoxyethoxyethyl-trimethyl-ammonium chloride [Cl-].O(C1=CC=CC=C1)CCOCC[N+](C)(C)C